(12aR)-12-[(R)-(3,4-Difluorophenyl)(2-methylsulfanylphenyl)methyl]-3,4,12,12a-tetrahydro-1H-[1,4]oxazino[3,4-c]pyrido[2,1-f][1,2,4]triazin-6,8-dion FC=1C=C(C=CC1F)[C@@H](N1N2C(C(N3[C@H]1COCC3)=O)=CC(C=C2)=O)C2=C(C=CC=C2)SC